C(C)(=O)C=1C(=NC(=CC1)Cl)N1C[C@H](C[C@H]1C)C#N (3S,5R)-1-(3-acetyl-6-chloro-2-pyridyl)-5-methyl-pyrrolidine-3-carbonitrile